4-(2-chloro-5-methoxypyridin-4-yl)-6-methylpyridin-3-carboxylic acid ClC1=NC=C(C(=C1)C1=C(C=NC(=C1)C)C(=O)O)OC